CC1(C2(C(CC1CC2)=O)CS(=O)(=O)Cl)C (7,7-dimethyl-2-oxobicyclo[2.2.1]heptan-1-yl)methanesulfonyl chloride